2-Fluoro-4-nitro-N1-((5-(trifluoromethyl)pyridin-2-yl)methyl)benzene-1,3-diamine FC1=C(C=CC(=C1N)[N+](=O)[O-])NCC1=NC=C(C=C1)C(F)(F)F